N-(2-(dimethylamino)ethyl)-3-(1-(1-methyl-2-(p-tolyl)-1H-benzo[d]imidazol-4-yl)piperidin-4-yl)propanamide CN(CCNC(CCC1CCN(CC1)C1=CC=CC=2N(C(=NC21)C2=CC=C(C=C2)C)C)=O)C